C(C)(=O)NC=1C=C(C=CC1C(NC=1SC(=C(N1)C)[N+](=O)[O-])=O)NCCOCCC(=O)O 3-(2-((3-acetamido-4-((4-methyl-5-nitrothiazol-2-yl)carbamoyl)phenyl)amino)ethoxy)propionic acid